4-(4-tert-butylbenzoyl)-2,3-dihydroxyphenyl-furan-2-carboxylate C(C)(C)(C)C1=CC=C(C(=O)C2=C(C(=C(C=C2)OC(=O)C=2OC=CC2)O)O)C=C1